C1(CC1)NC(C([C@H](CC=1C(NC=CC1)=O)NC([C@H](CCCC)NC(O)=O)=O)O)=O ((2S)-1-(((2S)-4-(cyclopropylamino)-3-hydroxy-4-oxo-1-(2-oxo-1,2-dihydropyridin-3-yl)butan-2-yl)amino)-1-oxohexan-2-yl)carbamic acid